6-((1-(pyrrolidin-1-ylmethyl)cyclopropyl)methyl)pyridine N1(CCCC1)CC1(CC1)CC1=CC=CC=N1